sodium germanium (oxy) sulfide O=S.[Ge].[Na]